2-(2-pyridyl)-4-[[phenylmethylsulfonyl]oxy]-5-amino-3(2H)-furanone N1=C(C=CC=C1)C1OC(=C(C1=O)OS(=O)(=O)CC1=CC=CC=C1)N